FC1=C(CN2N=C(C=C2C)C(=O)OCC)C=CC=C1 ethyl 1-(2-fluorobenzyl)-5-methyl-1H-pyrazole-3-carboxylate